C(CCCC)C(CO)CCCCCCCCCCC 2-Pentyltridecanol